tert-butyl 2-(4-{4-[(2,6-dioxopiperidin-3-yl)amino]phenyl}piperidin-1-yl)acetate O=C1NC(CCC1NC1=CC=C(C=C1)C1CCN(CC1)CC(=O)OC(C)(C)C)=O